5-(2-(2-methoxyethoxy)ethyl)-2-phenyl-N-(tetrahydro-2H-pyran-4-yl)-1H-indol-7-amine COCCOCCC=1C=C2C=C(NC2=C(C1)NC1CCOCC1)C1=CC=CC=C1